NC=1OC(=CN1)C1=CC=C(C=C1)C1=CC(=NC=N1)NCCN1C(=CC2=C(C=C(C=C12)F)OC)C {6-[4-(2-Amino-oxazol-5-yl)-phenyl]-pyrimidin-4-yl}[2-(6-fluoro-4-methoxy-2-methylindol-1-yl)-ethyl]-amin